tert-butyl (S)-4-(6-(6-ethoxy-2-methylpyrazolo[1,5-a]pyridine-5-carboxamido) pyridazin-3-yl)-2-methylpiperazine-1-carboxylate C(C)OC=1C(=CC=2N(C1)N=C(C2)C)C(=O)NC2=CC=C(N=N2)N2C[C@@H](N(CC2)C(=O)OC(C)(C)C)C